C1(CCCC1)NC1=CC=C(C=C1)[C@@H]1[C@@H](C[C@H]2[C@@H](N1)COC2)C(=O)OC methyl (2S,3R,4aS,7aR)-2-[4-(cyclopentylamino) phenyl]-1,2,3,4,4a,5,7,7a-octahydrofuro[3,4-b]pyridine-3-carboxylate